4-[(6-[6-methoxy-5-[1-(oxan-2-yl) pyrazol-4-yl] pyridin-2-yl]pyridazin-3-yl)(methyl)amino]-2-methylpiperidine-1-carboxylate COC1=C(C=CC(=N1)C1=CC=C(N=N1)N(C1CC(N(CC1)C(=O)[O-])C)C)C=1C=NN(C1)C1OCCCC1